C(C)C(C=O)=CC(CC=C)CC 2,4-diethyl-hepta-2,6-dienal